COC1=C(C=C(C=C1)CN(CCCCC)C)B(O)O (2-METHOXY-5-([METHYL(PENTYL)AMINO]METHYL)PHENYL)BORANEDIOL